C1CCCCCCC(CCCCC1)=O cyclotridecan-8-one